The molecule is a member of the class of caprolactams that is azepane substituted by an oxo group at position 2. It has a role as a human blood serum metabolite. C1CCC(=O)NCC1